NC1=NC2=C(N1C)C(=CC(=C2)CC2=CC=CC=C2)C#N 2-amino-5-benzyl-1-methyl-1H-benzo[d]imidazole-7-carbonitrile